2-[3-[3-(4-chlorophenyl)-1,2,4-oxadiazol-5-yl]-6-oxopyridazin-1-yl]-N-ethylacetamide ClC1=CC=C(C=C1)C1=NOC(=N1)C1=NN(C(C=C1)=O)CC(=O)NCC